BrC1=CC=C(C=C1)S(=O)(=O)NNC(C(C)C1=CC=C(C=C1)CC(C)C)=O 4-Bromo-N'-(2-(4-isobutylphenyl)propanoyl)benzenesulfonohydrazide